(3-butenyl)(9-decenyl)dichlorosilane C(CC=C)[Si](Cl)(Cl)CCCCCCCCC=C